(2,2-diphenylvinyl) (4-chlorophenyl) sulfide ClC1=CC=C(C=C1)SC=C(C1=CC=CC=C1)C1=CC=CC=C1